C1N=C[C@H]2CCCC[C@@H]12 (3aS,7aR)-3a,4,5,6,7,7a-hexahydro-1H-isoindole